[Si](C)(C)(C(C)(C)C)OCC1=NC=C(C(=C1)C(=O)OC)Cl methyl 2-{[(tert-butyldimethylsilyl)oxy]methyl}-5-chloropyridine-4-carboxylate